CN1C(C(C(C2=CC=CC=C12)C1=CC=CC=C1)CCC1=CC=CC=C1)=O 1-methyl-3-phenethyl-4-phenyl-3,4-dihydroquinolin-2(1H)-one